C(C)(C)OC(=O)[C@@H]1C[C@H](CCC1)OC=1C(=NC(=NC1)C=1C=NN(C1CN=[N+]=[N-])C)CC (1S,3S)-3-((2-(5-(azidomethyl)-1-methyl-1H-pyrazol-4-yl)-4-ethylpyrimidin-5-yl)oxy)cyclohexane-1-carboxylic acid isopropyl ester